NC1CN(CCC1)C1=C2C(=NC=C1)N(C(=N2)C2=CC=C(C#N)C=C2)C2=CC=C(C=C2)C 4-(7-(3-aminopiperidin-1-yl)-3-(p-tolyl)-3H-imidazo[4,5-b]pyridin-2-yl)benzonitrile